OCC#CC1=C2C(N(C=NC2=CC=C1)C1=CC=CC=C1)=O 5-(3-hydroxyprop-1-yn-1-yl)-3-phenylquinazolin-4(3H)-one